2-{3-[(2R,6S)-2,6-dimethylmorpholine-4-carbonyl]-5,6-dihydrocyclopenta[c]pyrazol-1(4H)-yl}-1-[3-(3-fluoro-2-methylphenyl)piperidin-1-yl]ethan-1-one C[C@@H]1CN(C[C@@H](O1)C)C(=O)C=1C2=C(N(N1)CC(=O)N1CC(CCC1)C1=C(C(=CC=C1)F)C)CCC2